CC=1C(=NC=C(C1)C)OC1CCC2(CNC2)CC1 7-((3,5-dimethylpyridin-2-yl)oxy)-2-azaspiro[3.5]Nonane